2-chloro-N-((4,6-dimethyl-2-oxo-1,2-dihydropyridin-3-yl)methyl)-6-(piperidin-1-yl)isonicotinamide ClC=1C=C(C(=O)NCC=2C(NC(=CC2C)C)=O)C=C(N1)N1CCCCC1